methacryloxypropyl-dimethylbenzyl-ammonium chloride [Cl-].C(C(=C)C)(=O)OCCC[N+](CC1=CC=CC=C1)(C)C